5-(3-bromobenzoyl)amino-3-(1,2,3,4,5,8-hexahydroindolizin-7-yl)-1H-indole BrC=1C=C(C(=O)NC=2C=C3C(=CNC3=CC2)C2=CCN3CCCC3C2)C=CC1